ethyl (trans)-3-methyl-2-oxo-1-oxa-3-azaspiro[4.5]decane-8-carboxylate CN1C(OC2(C1)CCC(CC2)C(=O)OCC)=O